tert-butyl 2,3,3a,4,5,6,7,7a-octahydropyrrolo[3,2-c]pyridine-1-carboxylate N1(CCC2CNCCC21)C(=O)OC(C)(C)C